C(C)C(CCCCCCC)S(=O)(=O)N ethyl-1-octanesulfonamide